4-acryloxybutylethyl carbonate C(OC(C)CCCCOC(C=C)=O)([O-])=O